CC1=NC(=CC=C1NC(=O)C1CCCCC1)C=1N=NN(C1NC(=O)O[C@@H](C)C1=C(C=CC=C1)C(F)(F)F)C (1S,2S)-2-((2-Methyl-6-(1-methyl-5-((((R)-1-(2-(trifluoromethyl)phenyl)ethoxy)carbonyl)amino)-1H-1,2,3-triazol-4-yl)pyridin-3-yl)carbamoyl)cyclohexan